CN1CCC2(CCN2)CC1 7-methyl-1,7-diazaspiro[3.5]nonane